N-[(1Z)-(5-bromopyridin-2-yl)methylidene]-2-methylpropane-2-sulfinamide BrC=1C=CC(=NC1)\C=N/S(=O)C(C)(C)C